C(C)(C)(C)OC(N[C@H]1C(N(CCC1)C=1C=NC(=CC1)I)=O)=O (R)-(1-(6-iodopyridin-3-yl)-2-oxopiperidin-3-yl)carbamic acid tert-butyl ester